r-indene C1C=CC2=CC=CC=C12